2,7-di(9-anthryl)fluorene C1=CC=CC2=CC3=CC=CC=C3C(=C12)C1=CC=2CC3=CC(=CC=C3C2C=C1)C=1C2=CC=CC=C2C=C2C=CC=CC12